N-methyl-N'-(2-{[7-(5-methyl-1,2,4-oxadiazol-3-yl)isoquinolin-1-yl]amino}ethyl)(tert-butoxy)carbohydrazide CN(N(C(=O)NN)CCNC1=NC=CC2=CC=C(C=C12)C1=NOC(=N1)C)OC(C)(C)C